O1CC(CC1)C(=O)ON1C(C2=CC=CC=C2C1=O)=O 1,3-dioxoisoindolin-2-yl tetrahydrofuran-3-carboxylate